FC1C(CN(C1)CCCF)N 4-fluoro-1-(3-fluoropropyl)pyrrolidin-3-amine